ClC1=NN2C(C(=N1)N(CC1=C(C=C(C=C1)OC)OC)CC1=C(C=C(C=C1)OC)OC)=NC=C2 2-chloro-N,N-bis(2,4-dimethoxybenzyl)imidazo[2,1-f][1,2,4]triazin-4-amine